F[P-](F)(F)(F)(F)F.C1(C=CC=C1)[Fe+] (cyclopentadienyl)iron (II) hexafluorophosphate